FC=1C=C(C=NC1)C1=NC(=C2N=CN(C2=N1)[C@@H]1[C@@H]([C@@H]([C@H](O1)C(=O)NC)O)O)NCC1=NC=CC=C1 (2s,3s,4r,5s)-5-(2-(5-fluoropyridin-3-yl)-6-((pyridin-2-ylmethyl)amino)-9H-purin-9-yl)-3,4-dihydroxy-N-methyltetrahydrofuran-2-carboxamide